C1(CC1)C1=C(N=C(N1C(=O)N)OC)C1=CC=CC=C1 cyclopropyl-2-methoxy-4-phenyl-1H-imidazole-1-carboxamide